N-(3,5-bis(trifluoromethyl)phenyl)-2,6-dimethyl-4-propoxybenzenesulfonamide FC(C=1C=C(C=C(C1)C(F)(F)F)NS(=O)(=O)C1=C(C=C(C=C1C)OCCC)C)(F)F